1-[4-(1-Isobutyl-piperidine-4-sulfonyl)-phenyl]-3-(1H-pyrazol-4-ylmethyl)-urea C(C(C)C)N1CCC(CC1)S(=O)(=O)C1=CC=C(C=C1)NC(=O)NCC=1C=NNC1